1-(3-bromo-5,6-dihydroimidazo[1,2-a]pyrazin-7(8H)-yl)-2,2,2-trifluoroethan-1-one BrC1=CN=C2N1CCN(C2)C(C(F)(F)F)=O